O=C1N(CC2=CC(=CC=C12)C1CCN(CC1)CC=1C=CC=2N(C1)N=C(C2)C=2C=NC=CC2)C2C(NC(CC2)=O)=O 3-(1-oxo-5-(1-((2-(pyridin-3-yl)pyrazolo[1,5-a]pyridin-6-yl)methyl)piperidin-4-yl)isoindolin-2-yl)piperidine-2,6-dione